N-butylmethylpiperidinium bromide [Br-].C(CCC)[N+]1(CCCCC1)C